ClC=1C(=NC=C(C1)C(F)(F)F)N1CSC2=C1C=CC(=C2)F 3-(3-chloro-5-(trifluoromethyl)pyridin-2-yl)-6-fluoro-benzothiazole